6-methoxy-5-(3-methyl-6-(pyrazolo[1,5-a]pyrimidin-3-yl)-1H-pyrazolo[4,3-c]pyridin-1-yl)indolin-2-one COC1=C(C=C2CC(NC2=C1)=O)N1N=C(C=2C=NC(=CC21)C=2C=NN1C2N=CC=C1)C